ClC=1C=C(SC1)CC[C@@]1(CN(CC1)C(C)(C)C=1C=CC(=NC1)C)COCC |o1:8| (R or S)-5-(2-(3-(2-(4-chlorothiophen-2-yl)ethyl)-3-(ethoxymethyl)pyrrolidin-1-yl)propan-2-yl)-2-methylpyridine